4-(2'-fluoro-[1,1'-biphenyl]-4-yl)-N-(6-methoxypyridin-3-yl)butanamide FC1=C(C=CC=C1)C1=CC=C(C=C1)CCCC(=O)NC=1C=NC(=CC1)OC